5-((5-(4-amino-2-butyl-1H-imidazo[4,5-d]thieno[3,2-b]pyridin-1-yl)pentyl)amino)pentan-1-ol NC1=C2C(=C3C(=N1)C=CS3)N(C(=N2)CCCC)CCCCCNCCCCCO